CC1=CC=C(C=C1)S(=O)(=O)OCCOCCOCCOCCOC1=CC=C(C=C1)C1C(NC(CC1)=O)=O 2-(2-(2-(2-(4-(2,6-dioxopiperidin-3-yl)phenoxy)ethoxy)ethoxy)ethoxy)ethyl 4-methylbenzenesulfonate